9,9',9'',9'''-(4-(2-(pyridin-3-yl)phenyl)pyridine-2,3,5,6-tetrayl)tetrakis(9H-pyrido[3,4-b]indole) N1=CC(=CC=C1)C1=C(C=CC=C1)C1=C(C(=NC(=C1N1C2=C(C3=CC=CC=C13)C=CN=C2)N2C1=C(C3=CC=CC=C23)C=CN=C1)N1C2=C(C3=CC=CC=C13)C=CN=C2)N2C1=C(C3=CC=CC=C23)C=CN=C1